ClC1=C(NN=N1)C(=O)OCC ethyl 5-chloro-3H-1,2,3-triazole-4-carboxylate